C(C)(C)(C)[S@@](=O)N[C@@H]1C2=CC=CC(=C2CC12CCN(CC2)C(=O)OC(C)(C)C)Cl tert-butyl (S)-1-(((R)-tert-butylsulfinyl)amino)-4-chloro-1,3-dihydrospiro[indene-2,4'-piperidine]-1'-carboxylate